Cl.N[C@H](C(=O)NC1=NC=CC(=C1)[C@H](CO)N1C(N[C@@H](C1)C(F)(F)F)=O)C1CCC(CC1)C |o1:12| (2S)-2-Amino-N-(4-((R or S)-2-hydroxy-1-((S)-2-oxo-4-(trifluoromethyl)-imidazolidin-1-yl)ethyl)pyridin-2-yl)-2-((1r,4S)-4-methylcyclohexyl)acetamide hydrochloride